The molecule is the (S)-enantiomer of 1-phenylethanol. It has a role as a mouse metabolite. It is an enantiomer of a (R)-1-phenylethanol. C[C@@H](C1=CC=CC=C1)O